ClC=1N=C(C2=C(N1)C=C(O2)\C=C/C)NCC2=CC=NC=C2 2-chloro-6-[(1Z)-prop-1-en-1-yl]-N-(pyridin-4-ylmethyl)furo[3,2-d]pyrimidin-4-amine